F[P] fluorophosphorus